COC=1C=C2C=CC=[N+](C2=CC1)CCCS(=O)(=O)O 6-methoxy-N-(3-sulfopropyl)quinolinium